4-(4-(cyclopropylamino)-6-methyl-7H-pyrrolo[2,3-d]pyrimidin-2-yl)phenol C1(CC1)NC=1C2=C(N=C(N1)C1=CC=C(C=C1)O)NC(=C2)C